ClC1=NC=C(C(=N1)N1[C@H](COC2(CC2)C1)C)F (S)-7-(2-chloro-5-fluoropyrimidin-4-yl)-6-methyl-4-oxa-7-azaspiro[2.5]octane